FC1(CCN(CC1)C1=NC(=CC(=N1)C=1C=NN(C1)C1=C(C=C(N)C=C1)N1CCC(CC1)(C)F)C)F 4-(4-(2-(4,4-difluoropiperidin-1-yl)-6-methylpyrimidin-4-yl)-1H-pyrazol-1-yl)-3-(4-Fluoro-4-methylpiperidin-1-yl)aniline